C(C)(=O)C=1C=NC2=CC=C(C=C2C1C)Cl 3-Acetyl-6-chloro-4-methylquinolin